4-nitroimidazolium [N+](=O)([O-])C=1[NH+]=CNC1